diphenyl-sulfonyl-propylamine C1(=CC=CC=C1)S(=O)(=O)N(CCC)S(=O)(=O)C1=CC=CC=C1